Cl.CC1=C(C=CC=C1C)NC1N(C(=NC(=N1)N)N1CCOCC1)C1=C(C(=CC=C1)C)C N,N1-Bis-(2,3-dimethylphenyl)-6-morpholin-4-yl-[1,3,5]triazine-2,4-diamine hydrochloride